N[C@H](C(N[C@H](C(N[C@H](C(NCCOCCNC(=O)C1=C(C(=C(S1)NC(C(CC)C1=CC=C(C=C1)F)=O)C(=O)OC)C)=O)C(C)C)=O)C(C)C)=O)C(C)C methyl 5-(((8S,11S,14S)-14-amino-8,11-diisopropyl-15-methyl-7,10,13-trioxo-3-oxa-6,9,12-triazahexadecyl)carbamoyl)-2-(2-(4-fluorophenyl)butanamido)-4-methylthiophene-3-carboxylate